2-(2-(cyclohept-1-en-1-yl)-5-ethyl-6-(4-(3-hydroxypicolinoyl)piperazin-1-yl)-7-oxo-[1,2,4]triazolo[1,5-a]pyrimidin-4(7H)-yl)-N-(4-(pentafluoro-λ6-sulfaneyl)phenyl)acetamide C1(=CCCCCC1)C1=NN2C(N(C(=C(C2=O)N2CCN(CC2)C(C2=NC=CC=C2O)=O)CC)CC(=O)NC2=CC=C(C=C2)S(F)(F)(F)(F)F)=N1